C=C(C(C1=C(C(=C(C(=C1C)C)C)C)O)(C1=CC=CC=2NN=NC21)C2=CC=CC=1NN=NC12)CC methylenebis-benzotriazolyltetramethyl-butyl-phenol